2-((1R,5S,6S)-6-fluoro-3-(2-((S)-2-methylazetidin-1-yl)-6-(trifluoromethyl)pyrimidin-4-yl)-3-azabicyclo[3.1.0]hexane-6-yl)acetic acid FC1([C@@H]2CN(C[C@H]12)C1=NC(=NC(=C1)C(F)(F)F)N1[C@H](CC1)C)CC(=O)O